2-(4-chloro-3-fluorophenoxy)-N-{(2S)-4-[2-(4-chloro-3-fluorophenoxy)acetylamino]-2-hydroxybicyclo[2.2.2]octan-1-yl}-N-methylacetamide ClC1=C(C=C(OCC(=O)N(C)C23[C@H](CC(CC2)(CC3)NC(COC3=CC(=C(C=C3)Cl)F)=O)O)C=C1)F